[Ca+2].[O-]P([O-])(=O)OP(=O)([O-])[O-].[Ca+2] calcium pyrophosphate calcium